(4,5-dichloro-2-methoxyphenyl)methanol ClC1=CC(=C(C=C1Cl)CO)OC